hexanoyl-aniline C(CCCCC)(=O)NC1=CC=CC=C1